CC1=C(C(=C(C(=C1C(=O)O)I)CC=CC)F)F.N[C@@H]1CC[C@@H](CC[C@@H]1F)C1=C(C=NN1C)NC(=O)C=1N=C(SC1)C1=NC=CC=C1C N-(5-((2s,5r,6s)-5-amino-6-fluorocycloheptan-2-yl)-1-methyl-1H-pyrazol-4-yl)-2-(3-methylpyridin-2-yl)thiazole-4-carboxamide Methylbut-2-en-1-yl-4,5-difluoro-2-iodobenzoate